(R)-2-((S)-2-((tert-Butoxycarbonyl)(methyl)amino)-N,4-dimethylpentanamido)-4-(3-cyclopentyl-1,2,4-oxadiazol-5-yl)butanoic acid C(C)(C)(C)OC(=O)N([C@H](C(=O)N(C)[C@@H](C(=O)O)CCC1=NC(=NO1)C1CCCC1)CC(C)C)C